ClC1=NC=CC(=N1)C(CO)(C)C 2-(2-chloropyrimidin-4-yl)-2-methylpropan-1-ol